FC=1C=C(C(=O)N2CCC(CC2)N2CC(C2)(N2C=C(C=C2)C=2C3=C(N=CN2)NC=C3)CC#N)C=CC1C(F)(F)F {1-{1-[3-fluoro-4-(trifluoromethyl)benzoyl]piperidin-4-yl}-3-[3-(7H-pyrrolo[2,3-d]pyrimidin-4-yl)-1H-pyrrol-1-yl]azetidin-3-yl}acetonitrile